C(C)(C)(C)OC(NCCCCCC(=O)N1CC[C@@H](C2=CC=CC=C12)C(N[C@H]1C(NC(CC1)=O)=O)=O)=O N-[6-[(4S)-4-[[(3R)-2,6-dioxopiperidin-3-yl]carbamoyl]-3,4-dihydroquinolin-1(2H)-yl]-6-oxohexyl]carbamic acid tert-butyl ester